4-(6-((2-hydroxyethyl)carbamoyl)pyridin-3-yl)piperazine-1-carboxylic acid tert-butyl ester C(C)(C)(C)OC(=O)N1CCN(CC1)C=1C=NC(=CC1)C(NCCO)=O